N-(6-(5-methyl-1,3,4-thiadiazol-2-yl)isoquinolin-3-yl)-2-(1,4-oxazepan-4-yl)acetamide CC1=NN=C(S1)C=1C=C2C=C(N=CC2=CC1)NC(CN1CCOCCC1)=O